2-chloro-4-[4-fluoro-2-chlorophenoxy]-5h,6h,7h,8h-pyrido[3,4-d]pyrimidine-7-carboxylic acid tert-butyl ester C(C)(C)(C)OC(=O)N1CC=2N=C(N=C(C2CC1)OC1=C(C=C(C=C1)F)Cl)Cl